2-(3-methoxyphenyloxy)acetamide COC=1C=C(C=CC1)OCC(=O)N